FC1=C(C(=O)O)C(=CC=C1)NN=CC=O 2-fluoro-6-(2-(2-oxoethylidene)hydrazino)benzoic acid